triethyl-hexanone C(C)C(C(CCCC)=O)(CC)CC